Cl.CO[C@H]([C@H](C)N)C (2S,3S)-3-methoxybutan-2-amine hydrochloride